CC=1SC2=C(N1)C=C(C=C2)C(C)N2CCNCC2 2-methyl-5-(1-(piperazin-1-yl)ethyl)benzo[d]thiazole